5-(1-isopropyl-2-methyl-1H-imidazo[4,5-b]pyridin-6-yl)-N-(2,2,2-trifluoroethyl)pyrrolo[2,1-f][1,2,4]triazin-2-amine C(C)(C)N1C(=NC2=NC=C(C=C21)C=2C=CN1N=C(N=CC12)NCC(F)(F)F)C